adamantane mononitrate [N+](=O)(O)[O-].C12CC3CC(CC(C1)C3)C2